3-(7-(2-(1H-pyrrolo[2,3-b]pyridin-3-yl)ethoxy)thiazolo[5,4-d]pyrimidin-5-yl)pyridin-2(1H)-one N1C=C(C=2C1=NC=CC2)CCOC=2C1=C(N=C(N2)C=2C(NC=CC2)=O)SC=N1